(4-chlorophenyl)-(4-methoxyanilino)acetic acid methyl ester COC(C(NC1=CC=C(C=C1)OC)C1=CC=C(C=C1)Cl)=O